CCCCCCCCCCCCCCCCCC 17-methyl-heptadecane